FC(OC1=NC(=CC=C1NC(=O)C1(CN(C1)S(N)(=O)=O)C1=C(C=NC=C1)C(C)C)C)F N-(2-(difluoromethoxy)-6-methylpyridin-3-yl)-3-(3-isopropylpyridin-4-yl)-1-sulfamoylazetidine-3-carboxamide